5-(6-ethoxypyrazin-2-yl)-3-fluoropicolinonitrile C(C)OC1=CN=CC(=N1)C=1C=C(C(=NC1)C#N)F